trimethyl-[2-[[7-[4-[1-methyl-4-(trifluoromethyl)imidazol-2-yl]phenyl]sulfinyl-2-[2-(trifluoromethyl)phenyl]pyrrolo[3,2-d]pyrimidin-5-yl]methoxy]ethyl]silane C[Si](CCOCN1C=C(C=2N=C(N=CC21)C2=C(C=CC=C2)C(F)(F)F)S(=O)C2=CC=C(C=C2)C=2N(C=C(N2)C(F)(F)F)C)(C)C